6,6'-diphenyl-2,2'-bishydroxy-1,1'-binaphthyl C1(=CC=CC=C1)C=1C=C2C=CC(=C(C2=CC1)C1=C(C=CC2=CC(=CC=C12)C1=CC=CC=C1)O)O